3-(5-(1-(benzo[d]thiazol-2-ylmethyl)-4-hydroxypiperidin-4-yl)-4,6-difluoro-1-oxoisoindolin-2-yl)piperidine-2,6-dione S1C(=NC2=C1C=CC=C2)CN2CCC(CC2)(O)C=2C(=C1CN(C(C1=CC2F)=O)C2C(NC(CC2)=O)=O)F